Cl.Cl.N[C@@H]1CN(C[C@@H](C1)C)C1=C(C=NC=C1)NC(=O)C=1C(=C(C(=CC1)F)C1=C(C=C(C=C1F)N1C(CCC1)=O)F)F N-(4-((3S,5R)-3-amino-5-methylpiperidin-1-yl)pyridin-3-yl)-2,2',6,6'-tetrafluoro-4'-(2-oxopyrrolidin-1-yl)-[1,1'-biphenyl]-3-carboxamide dihydrochloride